FC=1C=C2C(=NC1)N(N=C2C2=NC(=C(C(=N2)N)N=O)N)CC2=C(C=CC=C2)F 2-(5-fluoro-1-(2-fluorobenzyl)-1H-pyrazolo[3,4-b]pyridin-3-yl)-5-nitrosopyrimidin-4,6-diamine